C(C)(=O)N[C@@H](CCCCN)C(=O)O Nalpha-acetyl-lysine